3-(3-chloro-2-(1,5-dimethyl-4,5,6,7-tetrahydro-1H-imidazo[4,5-c]pyridine-2-carboxamidopyridin-4-yl)-2-methylphenyl)-1-methyl-4,5,6,7-tetrahydro-1H-imidazo[4,5-c]pyridine-2-carboxamide ClC=1C(C(C=CC1)N1C(N(C2=C1CNCC2)C)C(=O)N)(C)C2=CC(=NC=C2)NC(=O)C=2N(C1=C(CN(CC1)C)N2)C